(benzotriazole-1-yloxy)tris-(dimethylamino)phosphonium N1(N=NC2=C1C=CC=C2)O[P+](N(C)C)(N(C)C)N(C)C